4-(ethyl)-5-nitrobenzene-1,2-diol C(C)C=1C=C(C(=CC1[N+](=O)[O-])O)O